NC1=CC=C(C(=C1C(=O)N(C)C)F)C=1C(=C2C(=NC1)NCC21CCC(CC1)S(=O)(=O)C)Cl 6-Amino-3-((1s,4s)-4'-chloro-4-(methylsulfonyl)-1',2'-dihydrospiro[cyclohexane-1,3'-pyrrolo[2,3-b]pyridin]-5'-yl)-2-fluoro-N,N-dimethylbenzamide